N,N'-bis(dimethylaminomethylene)hydrazine dihydrochloride Cl.Cl.CN(C)C=NN=CN(C)C